N-(2-hydroxybenzyl)-2,5-dimethoxy-4-chloro-phenethylamine OC1=C(CNCCC2=C(C=C(C(=C2)OC)Cl)OC)C=CC=C1